ClC=1C=NN2C1C(=CC(=C2)C=2N=NN(C2C)C2CCN(CC2)C#N)OCC(C)(O)C2=NC=C(C=C2)F 4-[4-[3-Chloro-4-[2-(5-fluoro-2-pyridyl)-2-hydroxy-propoxy]pyrazolo[1,5-a]pyridin-6-yl]-5-methyl-triazol-1-yl]piperidine-1-carbonitrile